O(C1=CC=CC=C1)C=1C=C2CCNCC2=CC1OC1=CC=CC=C1 6,7-diphenoxy-1,2,3,4-tetrahydroisoquinoline